C(C)(C)(C)OC(NC=1C=NC(=C(C1)C(F)F)N1N=CC=N1)=O (5-(difluoromethyl)-6-(2H-1,2,3-triazol-2-yl)pyridin-3-yl)carbamic acid tert-butyl ester